C(#N)[C@H]1N([C@H]2C[C@H]2C1)C(CNC(=O)C1=CC=NC2=CC=C(C=C12)OC1CCC(CC1)(F)F)=O N-(2-((1S,3S,5S)-3-Cyano-2-azabicyclo[3.1.0]hexan-2-yl)-2-oxoethyl)-6-((4,4-difluorocyclohexyl)oxy)quinoline-4-carboxamide